(E)-N-(1-Hydroxyethylidene)-L-leucine O\C(\C)=N\[C@@H](CC(C)C)C(=O)O